(3S)-1'-(4-chloro-3-fluorophenyl)-3-methoxy-1',2'-dihydrospiro[cyclopentane-1,3'-pyrrolo[3,2-b]pyridine] ClC1=C(C=C(C=C1)N1CC2(C3=NC=CC=C31)C[C@H](CC2)OC)F